C1(CC1)C([C@@H](C(=O)NC=1C=NN(C1F)[C@@H](C)C=1C(=NC=C(C1)F)OC)N1OC=CC1C(F)(F)F)C1CC1 N-[(1S)-1-(dicyclopropylmethyl)-2-[[5-fluoro-1-[(1S)-1-(5-fluoro-2-methoxy-3-pyridyl)ethyl]pyrazol-4-yl]amino]-2-oxo-ethyl]-3-(trifluoromethyl)isoxazole